C[C@H]1C[C@H](CN1)OC=1C=NC=2N(C1)C=CN2 6-(((3R,5S)-5-methylpyrrolidin-3-yl)oxy)imidazo[1,2-a]pyrimidine